C[C@@H]1CN(CCN1C1=CC=C(C=C1)[N+](=O)[O-])C(=O)OC(C)(C)C tert-butyl (R)-3-methyl-4-(4-nitrophenyl)piperazine-1-carboxylate